C1(=CC=C(C=C1)C1=NC(=NC(=C1)C=1C=C(C=CC1)C1=CC(=CC=C1)C1=CC=2C(C3=CC=CC=C3C2C=C1)(C1=CC=CC=C1)C1=CC=CC=C1)C1=CC=CC=C1)C1=CC=CC=C1 4-([1,1'-biphenyl]-4-yl)-6-(3'-(9,9-diphenyl-9H-fluoren-2-yl)-[1,1'-biphenyl]-3-yl)-2-phenylpyrimidine